N1CCC(CC1)CN1C(CCCC1)=O 1-(piperidin-4-ylmethyl)piperidin-2-one